1,4,7,10,13,16-hexaoxa-cyclooctadecane O1CCOCCOCCOCCOCCOCC1